5-bromo-7-(4,4-difluoropiperidin-1-yl)-2-(4-methoxybenzyl)isoindolin-1-one BrC=1C=C2CN(C(C2=C(C1)N1CCC(CC1)(F)F)=O)CC1=CC=C(C=C1)OC